N[C@@H](CO)C(=O)O.C(CCCCCCC)N1CN(C=C1)C.NC1=C(C(=O)NC2=CC=C(C=C2)OC(F)(F)F)C=C(C(=N1)N1C[C@@H](CC1)O)C1=CC=NN1 (R)-2-amino-N-(4-(trifluoromethoxy)phenyl)-6-(3-hydroxypyrrolidin-1-yl)-5-(1H-pyrazol-5-yl)nicotinamide 1-octyl-3-methylimidazole-L-serine salt